(S,E)-5'-(3-((5-((tert-butoxycarbonyl)(methyl)amino)pentyl)oxy)prop-1-en-1-yl)-2'-oxo-1',2',5,7-tetrahydrospiro[cyclopenta[b]pyridine-6,3'-pyrrolo[2,3-b]pyridine]-3-carboxylic acid C(C)(C)(C)OC(=O)N(CCCCCOC/C=C/C=1C=C2C(=NC1)NC([C@]21CC=2C(=NC=C(C2)C(=O)O)C1)=O)C